COC(=O)C1=CC2=C(N=C(N2CCOC)CC2=C(C=C(C=C2)C2=CC(=C(C=C2)[N+](=O)[O-])OCC2=C(C=C(C=C2)C#N)F)F)C=C1 2-[[4-[3-[(4-cyano-2-fluoro-phenyl)methoxy]-4-nitro-phenyl]-2-fluoro-phenyl]methyl]-3-(2-methoxyethyl)benzimidazole-5-carboxylic acid methyl ester